S(C)(=O)(=O)O.N[C@@H](CCC(N)=O)C(=O)O glutamine mesylate